(E)-6-((4-(2-(5-Cyclopropyl-3-(3,5-dichloropyridin-4-yl)isoxazol-4-yl)vinyl)bicyclo[2.2.2]octan-1-yl)methoxy)-4-(trifluoromethyl)chinolin C1(CC1)C1=C(C(=NO1)C1=C(C=NC=C1Cl)Cl)/C=C/C12CCC(CC1)(CC2)COC=2C=C1C(=CC=NC1=CC2)C(F)(F)F